C1(CC1)C1=NC(=C(C(=C1C)NC(=O)N=[S@@](=O)(N)C=1SC=C(C1)C(C)(C)O)C)C1CC1 (S)-N'-((2,6-dicyclopropyl-3,5-dimethylpyridin-4-yl)carbamoyl)-4-(2-hydroxypropan-2-yl)thiophene-2-sulfonimidamide